OC1=CC=C(C2=CC=CC=C12)C1=C(C2=CC=CC=C2C(=C1)NS(=O)(=O)C1=CC=C(C=C1)OC)O N-(4,1'-dihydroxy-[1,2']binaphthyl-4'-yl)-4-methoxybenzenesulfonamide